6-chloro-3,4-dihydro-2H-1,4-benzoxazine-5-carboxylic acid ClC1=CC=C2C(NCCO2)=C1C(=O)O